9-(2-Deoxy-2-fluoro-R-D-arabinofuranosyl)guanine F[C@@H]1[C@@H](O[C@@H]([C@H]1O)CO)N1C=2N=C(NC(C2N=C1)=O)N